6-iodo-1,2,3,3a-tetrahydro-9H-benzo[e]pyrrolo[2,1-b][1,3]oxazin-9-one IC1=CC2=C(C(N3C(O2)CCC3)=O)C=C1